1-(2,4-Dihydroxyphenyl)-3-(3-phenylmethoxyphenyl)prop-2-en-1-one OC1=C(C=CC(=C1)O)C(C=CC1=CC(=CC=C1)OCC1=CC=CC=C1)=O